C(C)(C)(C)OC(=O)NC1CCN(CC1)C=1C2=C(N=CN1)C(=CS2)Br N-(tert-butoxycarbonyl)-1-(7-bromothieno[3,2-d]pyrimidin-4-yl)-4-piperidylamine